FC1=C(C=CC(=C1)C)C=1NC(=CC1C(=O)N)C=1C=NNC1 2-(2-fluoro-4-methylphenyl)-5-(1H-pyrazol-4-yl)-1H-pyrrole-3-carboxamide